5-(6-fluoro-4-isocyanato-3',4'-dimethoxy-[1,1'-biphenyl]-2-yl)-2-trityl-2H-tetrazole FC1=CC(=CC(=C1C1=CC(=C(C=C1)OC)OC)C=1N=NN(N1)C(C1=CC=CC=C1)(C1=CC=CC=C1)C1=CC=CC=C1)N=C=O